C(C)(=O)N1[C@@H](CN(CC1)C(\C=C/Cl)=O)C=1C=C(C=C(C1)Cl)C1=CC(=NC=C1)NC(C)=O (R,Z)-N-(4-(3-(1-acetyl-4-(3-chloroacryloyl)piperazin-2-yl)-5-chlorophenyl)pyridin-2-yl)acetamide